methyl (7-(butylamino)-3-chloro-2H-pyrazolo[4,3-d]pyrimidin-5-yl)carbamate C(CCC)NC=1C=2C(N=C(N1)NC(OC)=O)=C(NN2)Cl